ClC1=C(C=CC=C1)[C@H]1CC[C@H](N1C(=O)C1=CC=C(C=C1)C1=C(C=CC=C1)OC(C)C)C(=O)O (2S,5R)-5-(2-chlorophenyl)-1-(2'-isopropoxy-[1,1'-biphenyl]-4-carbonyl)pyrrolidine-2-carboxylic acid